C=CCN1C2=CC=CC=C2C(=C(C1=O)C(=O)NC3=NC(=CS3)C4=CC=CC=C4)O The molecule is a member of the class of quinolones that is the amide obtained from formal condensation of the carboxy group of 1-allyl-4-hydroxy-2-oxo-1,2-dihydroquinoline-3-carboxylic acid with the amino group of 2-amino-4-phenyl-1,3-thiazole. It is a member of 1,3-thiazoles, a monocarboxylic acid amide, a monohydroxyquinoline and a quinolone.